O1CCN(CC1)C=1C2=C(N=C(N1)N/N=C/C=1C=C(C=CC1)C)OC(=C2)C(=O)NC2CNCC2 4-morpholino-2-[(2E)-2-(m-tolylmethylene)hydrazino]-N-pyrrolidin-3-yl-furo[2,3-d]pyrimidine-6-carboxamide